bis(3-tert-butoxyphenyl)phenyl-sulfonium C(C)(C)(C)OC=1C=C(C=CC1)[S+](C1=CC=CC=C1)C1=CC(=CC=C1)OC(C)(C)C